CS(=O)(=O)N1CCC(CC1)NC1=NN2C(C=NC(=C2OCC2(CCC2)C(F)(F)F)C=2C=NNC2)=N1 N-(1-(Methylsulfonyl)piperidin-4-yl)-6-(1H-pyrazol-4-yl)-5-((1-(trifluoromethyl)cyclobutyl)methoxy)-[1,2,4]triazolo[1,5-a]pyrazin-2-amine